CCCCCCCCCCCCCCCCCC(=O)OC[C@H](COP(=O)(O)OC1[C@@H]([C@H](C([C@H]([C@H]1O)O)O)O)O)OC(=O)CCCCCCC/C=C\\CCCCCCCC The molecule is a 1-octadecanoyl-2-acyl-sn-glycero-3-phospho-1D-myo-inositol in which the 2-acyl group is specified as oleoyl. It derives from an oleic acid. It is a conjugate acid of a 1-stearoyl-2-oleoyl-sn-glycero-3-phospho-1D-myo-inositol(1-).